7-(hydroxymethyl)-5-(piperazin-1-yl)-2,3-dihydro-1,4-benzodioxine OCC=1C=C(C2=C(OCCO2)C1)N1CCNCC1